FC1=CC=C(C=N1)C=1SC=2C(NCCC2N1)=O 2-(6-fluoropyridin-3-yl)-6,7-dihydrothiazolo[5,4-c]pyridin-4(5H)-one